2-(4-fluorophenyl)-2-(1-(4-(3-hydroxypropyl)piperidine-1-carbonyl)piperidin-4-ylidene)acetonitrile FC1=CC=C(C=C1)C(C#N)=C1CCN(CC1)C(=O)N1CCC(CC1)CCCO